4-(cyclohex-1-en-1-yl)-3-(pyridin-2-yl)-1H-pyrazol-5-amine C1(=CCCCC1)C=1C(=NNC1N)C1=NC=CC=C1